N-[2-fluoro-3-methyl-4-(1-methylbenzimidazol-5-yl)oxy-phenyl]-6-(4-piperidylsulfanyl)pyrimido[5,4-d]pyrimidin-4-amine hydrochloride Cl.FC1=C(C=CC(=C1C)OC1=CC2=C(N(C=N2)C)C=C1)NC=1C2=C(N=CN1)C=NC(=N2)SC2CCNCC2